N-[(4-cyclopropyl-3-fluorophenyl)(phenyl)methyl]-4-fluoro-1-[2-(1-methyl-1H-indol-3-yl)acetyl]pyrrolidine-2-carboxamide C1(CC1)C1=C(C=C(C=C1)C(NC(=O)C1N(CC(C1)F)C(CC1=CN(C2=CC=CC=C12)C)=O)C1=CC=CC=C1)F